ClC=1C=CC(=C(C1)C1=NN(C=C1NC(=O)C=1C=NN2C1N=CC=C2)[C@H](C)[C@@H](C)O)OC N-(3-(5-chloro-2-methoxyphenyl)-1-((2R,3R)-3-hydroxybutan-2-yl)-1H-pyrazol-4-yl)pyrazolo[1,5-a]pyrimidine-3-carboxamide